CC1=C2[C@@H]([C@@H]3[C@@H]([C@H](C1)OC(=O)CC4=CC=C(C=C4)O)C(=C)C(=O)O3)C(=CC2=O)CO The molecule is an azulenofuran, a cyclic terpene ketone, an enone, a member of phenols, a sesquiterpene lactone and a primary alcohol. It has a role as a plant metabolite, a sedative and an antimalarial. It derives from a 4-hydroxyphenylacetic acid and a lactucin.